trans-1-((4-((S)-3-(3-cyano-5-fluorophenyl)isoxazolidine-2-carbonyl)cyclohexyl)methyl)-1H-indazole-5-carbonitrile C(#N)C=1C=C(C=C(C1)F)[C@H]1N(OCC1)C(=O)[C@@H]1CC[C@H](CC1)CN1N=CC2=CC(=CC=C12)C#N